CC1=C(C=C(C(=O)NC=2C=NC=C(C2)C(F)(F)F)C=C1)[C@H]1CN(CC1)C=1C2=C(N=CN1)SC=C2 (S)-4-methyl-3-(1-(thieno[2,3-d]pyrimidin-4-yl)pyrrolidin-3-yl)-N-(5-(trifluoromethyl)pyridin-3-yl)benzamide